tert-Butyl 4-(4-(hydroxymethyl)thiazol-2-yl)benzoate OCC=1N=C(SC1)C1=CC=C(C(=O)OC(C)(C)C)C=C1